N1=CC=C(C=C1)C1(CC1)O 1-(pyridin-4-yl)cyclopropane-1-ol